(4-(3-hydroxyoxetan-3-yl)phenyl)(4-(3-(4-(trifluoromethyl)phenoxy)propoxy)piperidin-1-yl)methanone OC1(COC1)C1=CC=C(C=C1)C(=O)N1CCC(CC1)OCCCOC1=CC=C(C=C1)C(F)(F)F